FC1=C(C2=C(OCO2)C=C1)CNC(OC(C)(C)C)=O tert-butyl N-[(5-fluoro-1,3-benzodioxol-4-yl)methyl]carbamate